(R)-2-methyl-1-(cyclopropylmethyl)piperazine hydrochloride Cl.C[C@H]1N(CCNC1)CC1CC1